4-(3H-[1,2,3]triazolo[4,5-b]pyridin-3-yl)-2-fluoro-N-(2-(3-(1-hydroxyethyl)phenyl)thieno[3,2-c]pyridin-4-yl)-N-((R)-piperidin-3-yl)benzamide N1=NN(C2=NC=CC=C21)C2=CC(=C(C(=O)N([C@H]1CNCCC1)C1=NC=CC3=C1C=C(S3)C3=CC(=CC=C3)C(C)O)C=C2)F